N1=CC=NC2=CC(=CC=C12)\C=N\C=1N=NC=CC1N1CCN(C2(CC2)C1)C(=O)OC(C)(C)C tert-butyl (E)-7-(3-((quinoxalin-6-ylmethylene)amino)pyridazin-4-yl)-4,7-diazaspiro[2.5]octane-4-carboxylate